COC(C1=CC(=C(C=C1)N1C[C@H](CC1)OC1=NC=CC=C1Cl)COC1OCCCC1)=O 4-((S)-3-(3-Chloropyridin-2-yloxy)pyrrolidin-1-yl)-3-((tetrahydro-2H-pyran-2-yloxy)methyl)benzoic acid methyl ester